FC1=CC=C(CNC2=C(C(=C(C(=O)N)C=C2N)NCCCC=O)OCCCN2CCOCC2)C=C1 4-((4-fluorobenzyl)amino)-((4-oxobutyl)amino)-3-(3-morpholinopropoxy)-5-aminobenzamide